O=C1N(C[C@H]2N1CCN(C2)C(=O)OCCCC)C21CC(C2)(C1)CN1C(CCC1)=O butyl (R)-3-oxo-2-(3-((2-oxopyrrolidin-1-yl)methyl)bicyclo[1.1.1]pentan-1-yl)hexahydroimidazo[1,5-a]pyrazine-7(1H)-carboxylate